C(C)(C)(C)C=1C=C(C=CC1)C1CC2(CN(C2)C(=O)C2CC3(C2)NC(OC3)=O)C1 (2s,4s)-2-(6-(3-(tert-butyl)phenyl)-2-azaspiro[3.3]heptane-2-carbonyl)-7-oxa-5-azaspiro[3.4]octan-6-one